C(C)(C)(C)OC(NCC1=NC=CC(=C1)C1CC(C1)C1=NC(=CC=C1)N1CCOCC1)=O ((4-(3-(6-Morpholinopyridin-2-yl)cyclobutyl)pyridin-2-yl)methyl)carbamic acid tert-butyl ester